3-((methylsulfonyl)oxy)piperidine-1-carboxylic acid tert-butyl ester C(C)(C)(C)OC(=O)N1CC(CCC1)OS(=O)(=O)C